2,2,2-trifluoroethylmethacrylate FC(COC(C(=C)C)=O)(F)F